C(C1=CC=CC=C1)OC1=C(C(=CC(=C1)O)O)C(=O)N1C[C@H](CCC1)O (2-benzyloxy-4,6-dihydroxy-phenyl)-[(3S)-3-hydroxy-1-piperidyl]methanone